S(=O)(=O)([O-])[O-].CC=1N(C=C[N+]1C)C=C.CC=1N(C=C[N+]1C)C=C methyl-3-methyl-1-vinylimidazolium sulfate